6-bromo-2-fluoronicotinamide BrC1=NC(=C(C(=O)N)C=C1)F